8-amino-N-(2-(2,6-dioxopiperidin-3-yl)-1-oxoisoindolin-4-yl)octanamide trifluoroacetate FC(C(=O)O)(F)F.NCCCCCCCC(=O)NC1=C2CN(C(C2=CC=C1)=O)C1C(NC(CC1)=O)=O